FC(C=1C=NC(=NC1)N1CCC(CC1)=CC)(F)F 2-(1-(5-(trifluoromethyl)pyrimidin-2-yl)piperidin-4-ylidene)ethan